3-((4-fluorophenyl)amino)-4-nitrobenzoic acid methyl ester COC(C1=CC(=C(C=C1)[N+](=O)[O-])NC1=CC=C(C=C1)F)=O